FC(OC=1C=C(C=CC1F)C=1C=C2C(=NC1)C=NN2CC=2C(=NC=CC2)OC)F 6-[3-(Difluoromethoxy)-4-fluoro-phenyl]-1-[(2-methoxy-3-pyridyl)methyl]pyrazolo[4,3-b]pyridine